hydroxyamine ON